C(C=C)(=O)N1CC(=CCC1)C=1C=NN(C1)C(C(=O)O)C 2-(4-(1-propenoyl-1,2,5,6-tetrahydropyridin-3-yl)-1H-pyrazol-1-yl)propionic acid